(1R,6S)-5-(6-cyanopyridin-3-yl)-2,5-diazabicyclo[4.2.0]octane-2-carboxylic acid tert-butyl ester C(C)(C)(C)OC(=O)N1[C@@H]2CC[C@@H]2N(CC1)C=1C=NC(=CC1)C#N